S(=O)(=O)(ON1[C@@H]2CC[C@H](N(C1=O)C2)C(NS(=O)(=O)[C@H]2CN(CC2)C(C)=O)=N)O (2S,5R)-2-(N-(((R)-1-acetylpyrrolidin-3-yl) sulfonyl) carbamimidoyl)-7-oxo-1,6-diazabicyclo[3.2.1]octan-6-yl hydrogen sulfate